tert-butyl (S)-(5-((4-(2-aminopropanamido)phenyl)carbamoyl)-1-methyl-1H-pyrrol-3-yl)carbamate N[C@H](C(=O)NC1=CC=C(C=C1)NC(=O)C1=CC(=CN1C)NC(OC(C)(C)C)=O)C